N-(2-Amino-3-fluoro-4-((4-(trifluoromethyl)benzyl)amino)phenyl)octanamid NC1=C(C=CC(=C1F)NCC1=CC=C(C=C1)C(F)(F)F)NC(CCCCCCC)=O